NCC(CN1N=CN(C1=O)C1=CC(=NC=C1)C=1C=NC(=CC1)N(C)C)=C(F)F 2-[2-(aminomethyl)-3,3-difluoro-allyl]-4-[2-[6-(dimethylamino)-3-pyridinyl]-4-pyridinyl]-1,2,4-triazol-3-one